4,4'-dihydroxyoctafluorobiphenyldiglycidyl ether (E)-ethyl-4-(3-chloro-4-(3-(2-chloropyridin-4-yl)acryloyloxy)phenyl)-6-methyl-2-oxo-1,2,3,4-tetrahydropyrimidine-5-carboxylate C(C)OC(=O)C=1C(NC(NC1C)=O)C1=CC(=C(C=C1)OC(\C=C\C1=CC(=NC=C1)Cl)=O)Cl.OC1=C2C(=C(C(=C1F)F)C1=C(C(=C(C(=C1F)F)O)F)F)C1C(C(F)(F)OCC3C2O3)O1